O[C@H](C(=O)[O-])C.[Li+].FC1CN(C1)C(=O)NC1=CC(=C(C=C1)F)N1N=C2N=CC(=CC2=C1)N1CCC2(COC2)CC1 3-fluoro-N-[4-fluoro-3-(5-{2-oxa-7-azaspiro[3.5]nonan-7-yl}-2H-pyrazolo[3,4-b]pyridin-2-yl)phenyl]azetidine-1-carboxamide lithium (S)-2-hydroxypropanoate